(2S,3S,4S,5R,6S)-2-((benzyloxy)carbonyl)-6-(((4aR,10aR)-7-methoxy-1-propyl-1,2,3,4,4a,5,10,10a-octahydrobenzo[g]quinolin-6-yl)oxy)tetrahydro-2H-pyran-3,4,5-triyl triacetate C(C)(=O)O[C@@H]1[C@H](O[C@H]([C@@H]([C@H]1OC(C)=O)OC(C)=O)OC1=C(C=CC2=C1C[C@H]1CCCN([C@@H]1C2)CCC)OC)C(=O)OCC2=CC=CC=C2